NC1=C(OCC2C(NCC2)=O)C=CC=C1 3-((2-aminophenoxy)methyl)pyrrolidin-2-one